(R)-3-(((6-((4-((2,6-difluorophenoxy)methyl)cyclohexyl)oxy)benzo[d]oxazol-2-yl)amino)methyl)pyrrolidin-1-ium chloride [Cl-].FC1=C(OCC2CCC(CC2)OC2=CC3=C(N=C(O3)NC[C@@H]3C[NH2+]CC3)C=C2)C(=CC=C1)F